C12(CC3CC(CC(C1)C3)C2)COC(=O)N[C@H](C(=O)N[C@H](C(S(=O)(=O)[O-])O)C[C@H]2C(NCC2)=O)CC(C)C.[Na+] Sodium (2S)-2-((S)-2-(((((3S,5S,7S)-adamantan-1-yl)methoxy)carbonyl)amino)-4-methylpentanamido)-1-hydroxy-3-((S)-2-oxopyrrolidin-3-yl)propane-1-sulfonate